butyl 4-chlorosulfonylpiperidine-1-carboxylate ClS(=O)(=O)C1CCN(CC1)C(=O)OCCCC